COCCOC1=CC=2N(C=C1)C(=CN2)C2=CC(=NC=N2)NCC=2C=NC(=CC2)C=2C=NN(C2)C 6-[7-(2-methoxyethoxy)imidazo[1,2-a]pyridin-3-yl]-N-{[6-(1-methyl-1H-pyrazol-4-yl)pyridin-3-yl]methyl}pyrimidin-4-amine